2-[ETHYL(4-FORMYLPHENYL)AMINO]-N-(PROPAN-2-YL)ACETAMIDE C(C)N(CC(=O)NC(C)C)C1=CC=C(C=C1)C=O